COC=1C=C(CN2CC(N(C3=C(C2=O)C=CC(=C3)C3=CC=NC=C3)C)=O)C=CC1 4-(3-methoxybenzyl)-1-methyl-8-(pyridin-4-yl)-3,4-dihydro-1H-benzo[e][1,4]diazepin-2,5-dione